[2-(aminomethyl)-3,3-difluoro-allyl]-4-[3-[1-(difluoromethyl)pyrazol-4-yl]-2-methyl-phenyl]-1,2,4-triazol-3-one trifluoroacetate salt FC(C(=O)O)(F)F.NCC(CC=1N(C(NN1)=O)C1=C(C(=CC=C1)C=1C=NN(C1)C(F)F)C)=C(F)F